ClC1=CC=C(C(=N1)C(=O)NS(=O)(=O)C)N[C@H](C)C=1C=C(C=C2C(N(C(=NC12)C1CCN(CC1)C1=CC=CC=C1)C)=O)C (R)-6-chloro-3-((1-(3,6-dimethyl-4-oxo-2-(1-phenylpiperidin-4-yl)-3,4-dihydroquinazolin-8-yl)ethyl)amino)-N-(methylsulfonyl)picolinamide